7-bromopyrido[4,3-d]Pyrimidine-2,4-diol BrC1=CC=2N=C(N=C(C2C=N1)O)O